N-[(2S)-2,3-dihydroxypropyl]-3-[(2-fluoro-4-iodophenyl)amino]pyridine-4-carboxamide hydrochloride Cl.O[C@@H](CNC(=O)C1=C(C=NC=C1)NC1=C(C=C(C=C1)I)F)CO